N-[(3R,5aS,6R,8aS,9R,10R,12R,12aR)-3,6,9-trimethyldecahydro-12H-3,12-epoxypyrano[4,3-j][1,2]benzodioxepin-10-yl]methanesulfonamide C[C@@]12OO[C@]34[C@@H](CC1)[C@@H](CC[C@H]3[C@H]([C@@H](O[C@@H]4O2)NS(=O)(=O)C)C)C